2-(2-(4,5,6,7-tetrahydropyrazolo[1,5-a]pyridin-5-yl)tetrahydro-2H-pyran-4-yl)-6-(3-(trifluoromethyl)bicyclo[1.1.1]pentan-1-yl)pyrimidine-4,5-diamine N1=CC=C2N1CCC(C2)C2OCCC(C2)C2=NC(=C(C(=N2)N)N)C21CC(C2)(C1)C(F)(F)F